CC1(C(CCCC1)O)O methyl-1,2-cyclohexanediol